1-[(8S)-4-[(3-fluorophenyl)methylamino]-8-methoxy-5,6,7,8-tetrahydroquinazolin-2-yl]-2-methyl-indole-4-carboxamide FC=1C=C(C=CC1)CNC1=NC(=NC=2[C@H](CCCC12)OC)N1C(=CC=2C(=CC=CC12)C(=O)N)C